(Z)-4-(3-bromo-3-(4-methoxyphenyl)-1-(4-methoxyphenyl)allyl)-2,6-di-tert-butylphenol Br\C(=C/C(C1=CC=C(C=C1)OC)C1=CC(=C(C(=C1)C(C)(C)C)O)C(C)(C)C)\C1=CC=C(C=C1)OC